[Zn+2].O(C(=S)[S-])C(C)C.C(C)(C)OC(=S)[S-] isopropyl xanthate zinc